6-(difluoromethyl)-8-((1R,2R)-2-hydroxy-2-methylcyclopentyl)-2-(methylsulfanyl)pyrido[2,3-d]Pyrimidin-7(8H)-one FC(C1=CC2=C(N=C(N=C2)SC)N(C1=O)[C@H]1[C@](CCC1)(C)O)F